ClC=1C=C(C(=NC1)OC)S(=O)(=O)NC1=CC(=C(C=C1)F)C1=NC=2C=NC(=NC2N(C1=O)C)NC1COC1 5-Chloro-N-(4-fluoro-3-(8-methyl-2-(oxetan-3-ylamino)-7-oxo-7,8-dihydropteridin-6-yl)phenyl)-2-methoxypyridine-3-sulfonamide